C(C)(C)C1C=C(CC1)CC(C=O)C (±)-3-(3-isopropyl-1-cyclopenten-1-yl)-2-methylpropanal